C1(CC1)C1=NSC(=N1)C1=NN=C2N1CCN([C@@H]2C)C(=O)C2=CC(=C(C=C2)C=2SC=CC2)F (R)-(3-(3-cyclopropyl-1,2,4-thiadiazol-5-yl)-8-methyl-5,6-dihydro-[1,2,4]triazolo[4,3-a]pyrazin-7(8H)-yl)(3-fluoro-4-(thiophen-2-yl)phenyl)methanone